CN(C1=CC=C(C=C1)C(=CC=O)C1=CC=C(C=C1)N(C)C)C 3,3-bis(4-(dimethylamino)phenyl)acrolein